OC1C(C(NC1)CC1=CC(=C(C(=C1)CN1CCOCC1)O)CN1CCOCC1)CC(=O)[O-].[Cl-].CN1C=[N+](C=C1)C(CCCCC(CCCCCCCCCCCCCC)CCCCCCCCCCCCCC)CCCCC(CCCCCCCCCCCCCC)CCCCCCCCCCCCCC.CN1C=[N+](C=C1)C(CCCCC(CCCCCCCCCCCCCC)CCCCCCCCCCCCCC)CCCCC(CCCCCCCCCCCCCC)CCCCCCCCCCCCCC 1-Methyl-3-(15,25-Ditetradecylnonatriacontan-20-yl)-1H-Imidazol-3-ium Chlorid 4-Hydroxy-2-[3,5-di-(morpholinomethyl)-4-hydroxybenzyl]-pyrrolidin-3-yl-acetate